C1(CC1)CN1C(=NC2=C1C(=CC(=C2)C(=O)OC)OC)C=2N1CCN(C3=CC=CC(C2)=C13)CCCO methyl 1-(cyclopropylmethyl)-2-[9-(3-hydroxypropyl)-1,9-diazatricyclo[6.3.1.04,12]dodeca-2,4(12),5,7-tetraen-2-yl]-7-methoxy-benzimidazole-5-carboxylate